C(#N)C1=C(SC2=C1C=CC=C2)C#N dicyanobenzothiophene